ClC=1C=CC2=C(SC(=C2)C(C(=C)C2=CC(=C(C=C2)F)F)=O)C1 1-(6-chlorobenzo[b]thiophen-2-yl)-2-(3,4-difluorophenyl)prop-2-en-1-one